N-(4-(((1R,4r)-4-(3-((1R,3R,5S,7R)-3,5-dimethyladamantan-1-yl)ureido)cyclohexyl)oxy)phenyl)propanamide C[C@]12CC3(CC(C[C@@](C1)(C3)C)C2)NC(NC2CCC(CC2)OC2=CC=C(C=C2)NC(CC)=O)=O